ClC=1C=C(CN2CCN(CC2)C(=O)N2N=C(C=C2)NC(C)=O)C=C(C1)OC1=CC=C(C=C1)Cl N-(1-(4-(3-chloro-5-(4-chlorophenoxy)benzyl)piperazine-1-carbonyl)-1H-pyrazol-3-yl)acetamide